C(C)OC1=C(O[C@H]2CN(CCC2)C2=CN=CC(=N2)NC2=NC=CC=N2)C=CC=C1 (R)-N-(6-(3-(2-ethoxyphenoxy)piperidin-1-yl)pyrazin-2-yl)pyrimidin-2-amine